5-(4,5-dichloro-2-(2-(methoxy-d3)-4-(trifluoromethoxy)phenoxy)benzamido)pyrimidine 1-oxide ClC1=CC(=C(C(=O)NC=2C=NC=[N+](C2)[O-])C=C1Cl)OC1=C(C=C(C=C1)OC(F)(F)F)OC([2H])([2H])[2H]